CC1(CC1)C1=CC=C(C(=N1)OC1=C(C=C(C=C1C)C)C)C(=O)NS(=O)(=O)C=1C(NC=CC1)=O 6-(1-Methylcyclopropyl)-N-[(2-oxo-1H-pyridin-3-yl)sulfonyl]-2-(2,4,6-trimethylphenoxy)pyridin-3-carboxamid